tert-butyl 3-((1H-pyrrolo[2,3-b]pyridin-5-yl)oxy)-4'-(((S)-2-(2-cyclopropylphenyl)pyrrolidin-1-yl)methyl)-2',3',4',5'-tetrahydro-[1,1'-biphenyl]-4-carboxylate N1C=CC=2C1=NC=C(C2)OC=2C=C(C=CC2C(=O)OC(C)(C)C)C=2CCC(CC2)CN2[C@@H](CCC2)C2=C(C=CC=C2)C2CC2